n-heptenoic acid C(C=CCCCC)(=O)O